(R)-N-(2-methyl-4-(3-(quinazolin-2-ylamino)pyrrolidine-1-carbonyl)phenyl)acrylamide CC1=C(C=CC(=C1)C(=O)N1C[C@@H](CC1)NC1=NC2=CC=CC=C2C=N1)NC(C=C)=O